1-Oxo-2,3,3a,4-tetrahydropyrrolo[2,1-c][1,4]benzoxazine-7-sulfonyl chloride O=C1CCC2COC3=C(N21)C=CC(=C3)S(=O)(=O)Cl